C=C1CC(OCC1)C1=CC=CC=C1 4-methylene-2-phenyl-tetrahydropyran